[(methylsulfonyl)methyl]benzamide CS(=O)(=O)CC1=C(C(=O)N)C=CC=C1